BrC=1C=C2C(=NC1)NC=C2C2=CC=C(C=C2)N2CCN(CC2)C 5-bromo-3-(4-(4-methylpiperazin-1-yl)phenyl)-1H-pyrrolo[2,3-b]pyridine